DL-tartrate C(C(C(=O)O)O)(C(=O)O)O